fumaric acid copper [Cu].C(\C=C\C(=O)O)(=O)O